1-(2-iodobenzoyl)piperidine-4-carboxylic acid methyl ester COC(=O)C1CCN(CC1)C(C1=C(C=CC=C1)I)=O